N,N-Dipropyltoluidine C(CC)N(C=1C(=CC=CC1)C)CCC